CC1=CC=NC(=C1)OC=1N=NC=CC1 4-methyl-6-(pyridazin-3-yloxy)pyridine